CC1=C(C=CC(=C1)B1OC(C(O1)(C)C)(C)C)NC(OC(C)(C)C)=O tert-butyl N-[2-methyl-4-(4,4,5,5-tetramethyl-1,3,2-dioxaborolan-2-yl)phenyl]carbamate